2-(3,5-dichloro-4-((1-oxo-1,2,3,4-tetrahydroisoquinolin-7-yl)oxy)phenyl)-3,5-dioxo-2,3,4,5-tetrahydro-1,2,4-triazine-6-carbonitrile ClC=1C=C(C=C(C1OC1=CC=C2CCNC(C2=C1)=O)Cl)N1N=C(C(NC1=O)=O)C#N